2-fluoro-N-(6-(4-methylpyridin-3-yl)benzo[d]thiazol-2-yl)cyclopropane-1-carboxamide FC1C(C1)C(=O)NC=1SC2=C(N1)C=CC(=C2)C=2C=NC=CC2C